C(=O)(O)C1=C(C=CC(=C1)N)C1=C(C=C(N)C(=C1)S(=O)(=O)O)O.[Cu+2] copper (II) 2-carboxy-2'-hydroxy-5'-sulfobenzidine